[Na+].C(CCCCCCCCCCC)C(C(=O)[O-])CC(=O)[O-].C(C(=O)N)(=O)N.[Na+] Oxalamide Lauryl-Succinate Sodium